3-bromo-5-phenyl-N-(pyridin-3-ylmethyl)pyrazolo[1,5-a]pyrimidin-7-amine C1=CC=C(C=C1)C2=NC3=C(C=NN3C(=C2)NCC4=CN=CC=C4)Br